(2S,4R)-4-[tert-butyl(dimethyl)silyl]oxy-N-[(4-ethynylphenyl)methyl]pyrrolidine-2-carboxamide [Si](C)(C)(C(C)(C)C)O[C@@H]1C[C@H](NC1)C(=O)NCC1=CC=C(C=C1)C#C